(1-methylethyl)oxyl-N-(1-phenylcyclopropyl)-2-[3-(trifluoromethyl)phenyl]-4-quinolinecarboxamide CC(C)OC=1C(=NC2=CC=CC=C2C1C(=O)NC1(CC1)C1=CC=CC=C1)C1=CC(=CC=C1)C(F)(F)F